3,6-bis(pyridin-2-yl)-2,5-dihydropyridine N1=C(C=CC=C1)C=1CN=C(CC1)C1=NC=CC=C1